ClCC=1N=C2N(C(C1)=O)C=C(C=C2)C 2-(chloromethyl)-7-methyl-pyrido[1,2-a]pyrimidin-4-one